tert-butyl (1S,2R,3R,5R)-3-(cyclopropyl(5-(4-(2-fluoro-6-methoxypyridin-4-yl)-2-(methoxymethoxy)phenyl)pyrazin-2-yl)amino)-2-fluoro-8-azabicyclo[3.2.1]octane-8-carboxylate C1(CC1)N([C@H]1[C@H]([C@@H]2CC[C@H](C1)N2C(=O)OC(C)(C)C)F)C2=NC=C(N=C2)C2=C(C=C(C=C2)C2=CC(=NC(=C2)OC)F)OCOC